FC(S(=O)(=O)OC1=CCC2(CN(C2)C(=O)OCCCC)CC1)(F)F Butyl 7-(((trifluoromethyl)sulfonyl)oxy)-2-azaspiro[3.5]non-6-ene-2-carboxylate